3-(Bicyclo[1.1.1]pentan-1-yl)-1-(((1S,2S)-2-(difluoromethyl)cyclopropyl)methyl)-N-(3-(methylthio)phenyl)-4-(trifluoromethyl)-1H-pyrazole-5-carboxamide C12(CC(C1)C2)C2=NN(C(=C2C(F)(F)F)C(=O)NC2=CC(=CC=C2)SC)C[C@@H]2[C@H](C2)C(F)F